4-[(3-tert-butyl-5-cyclopropyl-phenyl)methyl-[2-[(3-chloro-2,4,5,6-tetrafluoro-phenyl)sulfonyl-[[4-(trifluoromethyl)-3-pyridyl]methyl]amino]acetyl]amino]-3-methoxy-benzoic acid C(C)(C)(C)C=1C=C(C=C(C1)C1CC1)CN(C1=C(C=C(C(=O)O)C=C1)OC)C(CN(CC=1C=NC=CC1C(F)(F)F)S(=O)(=O)C1=C(C(=C(C(=C1F)F)F)Cl)F)=O